C(C)[C@]12[C@H]3CC[C@]4([C@H]([C@@H]3CC[C@@H]2C[C@](CC1)(C)O)CCCC[C@H]4C(C)=O)C 1-((2R,4aS,4bS,6aS,7R,11aS,11bS,13aR)-4a-ethyl-2-hydroxy-2,6a-dimethyloctadecahydro-1H-cyclohepta[a]phenanthren-7-yl)ethanone